(3-(tetrahydrofuran-2-yl)phenyl)methylsulfonyl chloride O1C(CCC1)C=1C=C(C=CC1)CS(=O)(=O)Cl